C(#N)C=1C(=CC2=CN(N=C2C1)C1CCC(CC1)CO)NC(OC(C)(C)C)=O Tert-butyl N-[6-cyano-2-[4-(hydroxymethyl)cyclohexyl]indazol-5-yl]carbamate